C(C)OCCC(CCOCC)O 1,5-diethoxy-3-pentanol